COC1=NC=C(C(=C1)C(C(=O)N1C[C@@]2(NC3=NC(=C(C=C3CC2)C2=NC=CC=N2)C)CC1)C)S(=O)(=O)C 2-(2-methoxy-5-(methylsulfonyl)pyridin-4-yl)-1-((S)-7'-methyl-6'-(pyrimidin-2-yl)-3',4'-dihydro-1'H-spiro[pyrrolidine-3,2'-[1,8]naphthyridine]-1-yl)propan-1-one